C(#N)CCN(C1=CC=CC=C1)C N-(2-cyanoethyl)-N-methyl-aniline